C1(C=CC=C1)C([SiH3])[Pt](C)(CC1=CC=CC=C1)CC1=CC=CC=C1 (cyclopentadienyl)dibenzylmethyl-silylmethyl-platinum